6-bromo-2-methyl-3,4-dihydro-2H-isoquinolin-1-one BrC=1C=C2CCN(C(C2=CC1)=O)C